Tert-butyl 2-(1H-pyrazol-4-yl)acetate N1N=CC(=C1)CC(=O)OC(C)(C)C